3,6-dibromo-9-ethyl-carbazole BrC=1C=CC=2N(C3=CC=C(C=C3C2C1)Br)CC